COC1=CC=C(C=N1)C1COC2=C(O1)C=CC=C2 2-(6-methoxypyridin-3-yl)-2,3-dihydrobenzo[b][1,4]dioxin